4,5-Diphenyl-imidazole-2-carbaldehyde C1(=CC=CC=C1)C=1N=C(NC1C1=CC=CC=C1)C=O